anti-5-methylcytosine CC=1C(=NC(NC1)=O)N